C(C=C)(=O)OCCCC acrylic acid, butyl ester